Trifluorononandiol FC(CCCCCCCC(O)O)(F)F